N1CC(C1)NCCCO 3-(azetidin-3-ylamino)propan-1-ol